FC(C[C@@H](C(=O)NC1=NC=CC(=C1)C1=C(C=2C(N([C@@H](CC2N1)C)C)=O)NC1=C(C=CC=C1)F)C1=CC=C(C=C1)F)F |&1:3,o1:18| (+)-(2RS)-4,4-difluoro-N-{4-[(6R*)-3-(2-fluoroanilino)-5,6-dimethyl-4-oxo-4,5,6,7-tetrahydro-1H-pyrrolo[3,2-c]pyridin-2-yl]pyridin-2-yl}-2-(4-fluorophenyl)butanamide